3-vinylpropyl-triethoxysilane C(=C)CCC[Si](OCC)(OCC)OCC